FC1=C(C(=CC=C1NS(=O)(=O)C1=C(C=C(C(=C1)Cl)Cl)Cl)F)C=1C=C2C=NC(=NC2=CC1)CC(C(=O)N)(C)C (6-(2,6-difluoro-3-(2,4,5-trichlorophenylsulphonylamino)phenyl)quinazolin-2-yl)pivaloamide